FC1=CC=C(C=C1)C(COC1=CC=C(C=C1)C(C=CC1=CC=C(C=C1)OC)=O)(CN1N=CN=C1)O 1-[4-[2-(4-Fluorophenyl)-2-hydroxy-3-(1,2,4-triazol-1-yl)propoxy]phenyl]-3-(4-methoxyphenyl)prop-2-en-1-one